1-trimethoxysilyl-2-(diethylamino)(methyldiethoxysilylpropylamino)methylsilylethylene CO[Si](C(=CN(CC)CC)[SiH2]CNCCC[Si](OCC)(OCC)C)(OC)OC